tert-butyl (1s,3s)-3-(3-(4-amino-2-fluorophenyl)azetidin-1-yl)cyclobutane-1-carboxylate NC1=CC(=C(C=C1)C1CN(C1)C1CC(C1)C(=O)OC(C)(C)C)F